O=C1NC(C2=CC(=CC=C12)C(=O)O)=O 1,3-dioxoisoindole-5-carboxylic acid